3,3-difluoro-6-methylhept-1-en-4-ol FC(C=C)(C(CC(C)C)O)F